C(C)OC(=O)C1=C(N=C(S1)NC1=NC(=CC(=N1)N1CCC(CC1)O)N1CCC(CC1)(C1=CC=C(C=C1)Br)O)C 2-[4-(4-hydroxypiperidin-1-yl)-6-(4-(hydroxy)-4-(4-bromophenyl)piperidin-1-yl)pyrimidin-2-ylamino]-4-methylthiazole-5-carboxylic acid ethyl ester